C(#N)[C@@H]1CN(C2(CN(C2=O)CC2=CC=C(C=C2)OC)C1)C(=O)OC(C)(C)C tert-butyl (7S)-7-cyano-2-(4-methoxybenzyl)-1-oxo-2,5-diazaspiro[3.4]octane-5-carboxylate